C1(=CC=CC=C1)C(=C)CCC1=CC=CC=C1 2,4-diphenyl-1-butene